FC1C(CNC1)NC(=O)C1CN(CC(O1)C)C1=C2C=CC=NC2=C(C=C1)C N-[4-fluoropyrrolidin-3-yl]-6-methyl-4-(8-methyl-5-quinolyl)morpholine-2-carboxamide